N-(3,5-Dimethoxyphenyl)-N-[3-(4-methoxypyrimidin-2-yl)propyl]-3-(1-methylpyrazol-4-yl)quinoxalin-6-amine COC=1C=C(C=C(C1)OC)N(C=1C=C2N=C(C=NC2=CC1)C=1C=NN(C1)C)CCCC1=NC=CC(=N1)OC